O=C1NC(CCC1C1=CC=C(CN2CCC(CC2)C2=CC=C(C=C2)NC=2C(=NC=C(N2)N2CCCCC2)C(=O)N)C=C1)=O 3-((4-(1-(4-(2,6-dioxopiperidin-3-yl)benzyl)piperidin-4-yl)phenyl)amino)-5-(piperidin-1-yl)pyrazine-2-carboxamide